bis(benzyloxy)-3-(4-bromo-3-fluorophenyl)pyridine C(C1=CC=CC=C1)OC1=C(C(=NC=C1)OCC1=CC=CC=C1)C1=CC(=C(C=C1)Br)F